(R)-tert-butyl-2-(methoxy(methyl)carbamoyl)azetidine C(C)(C)(C)N1[C@H](CC1)C(N(C)OC)=O